C1(CC1)CS(=O)(=O)C1=C(C=CC=C1)C1=CC=CC=C1 ((cyclopropylmethyl)sulfonyl)-[1,1'-biphenyl]